2-(6-bromo-5-fluoropyridin-2-yl)-2-fluoroheptanedioic acid BrC1=C(C=CC(=N1)C(C(=O)O)(CCCCC(=O)O)F)F